NCCNC(C1=CC=C(C=C1)N=NC1=CC=C(C=C1)N(C)C)=O N-(2-aminoethyl)-4-((4-(dimethylamino)phenyl)diazenyl)benzamide